(E)-1-(3-chlorophenyl)-3-phenylprop-2-en-1-one ClC=1C=C(C=CC1)C(\C=C\C1=CC=CC=C1)=O